Benzyl (4-(5,7-difluoro-2-(4-fluorophenyl)-1H-indol-3-yl)cyclohexyl)carbamate FC=1C=C2C(=C(NC2=C(C1)F)C1=CC=C(C=C1)F)C1CCC(CC1)NC(OCC1=CC=CC=C1)=O